2-butyl-4,6-dimethoxyquinoline C(CCC)C1=NC2=CC=C(C=C2C(=C1)OC)OC